BrC=1C(=NN(C1)CC1=C(C=CC=C1C)C)C(=O)OC methyl 4-bromo-1-(2,6-dimethylbenzyl)-1H-pyrazole-3-carboxylate